CC1=C(C=O)C(=CC(=C1OCC1OC(OC1)=O)C)C 2,4,6-trimethyl-3-((2-oxo-1,3-dioxolan-4-yl)methoxy)benzaldehyde